2-[4-(5,7-dimethoxy-4-oxo-3,4-dihydro-quinazolin-2-yl)-2,6-dimethyl-phenoxy]-N-(4-methoxy-phenyl)-acetamide COC1=C2C(NC(=NC2=CC(=C1)OC)C1=CC(=C(OCC(=O)NC2=CC=C(C=C2)OC)C(=C1)C)C)=O